CO[C@H]1C[C@H](C1)C(=O)NC=1C=C2C(=CC(=NC2=CC1)C1=CN=CS1)OCCOC cis-3-methoxy-N-(4-(2-methoxyethoxy)-2-(thiazol-5-yl)quinolin-6-yl)cyclobutane-1-carboxamide